3-(4-(3-hydroxypropyl)-1-oxoisoindolin-2-yl)piperidine-2,6-dione OCCCC1=C2CN(C(C2=CC=C1)=O)C1C(NC(CC1)=O)=O